CNC(=O)N1CCC(CC1)(C1=CC=CC=C1)CNC1=CC(=NC=2N1N=C(N2)C(F)(F)F)C N-methyl-4-(((5-methyl-2-(trifluoromethyl)-[1,2,4]triazolo[1,5-a]pyrimidin-7-yl)amino)methyl)-4-phenylpiperidine-1-carboxamide